OCC1CCC(CC1)C(=O)OC(C)(C)C Tert-butyl 4-(hydroxymethyl)cyclohexane-1-carboxylate